BrC1=C(C=C2C=NN(C2=C1)C(C1=CC=CC=C1)(C1=CC=CC=C1)C1=CC=CC=C1)F 6-bromo-5-fluoro-1-trityl-1H-indazole